C(C1=CC=CC=C1)OC(=O)NC(C(=O)O)C1C[C@H]2C([C@H]2C1)(F)F 2-(((benzyloxy)carbonyl)amino)-2-((1R,3s,5S)-6,6-difluorobicyclo[3.1.0]hexan-3-yl)acetic acid